N-cyclopropyl-6-{3-[(3R)-3-fluoropyrrolidin-1-yl]propoxy}-7-methoxy-1,2,3,4-tetrahydroacridin C1(CC1)N1C2CCCCC2=CC2=CC(=C(C=C12)OCCCN1C[C@@H](CC1)F)OC